C(C1=CC=CC=C1)N1N=C(C(=C1)F)C(=O)N[C@@H]1C(N(C2=C(OC1)C=CC(=C2)C#CC2=NC(=CC=C2)C)C)=O (S)-1-benzyl-4-fluoro-N-(5-methyl-7-((6-methylpyridin-2-yl)ethynyl)-4-oxo-2,3,4,5-tetrahydrobenzo[b][1,4]oxazepin-3-yl)-1H-pyrazole-3-carboxamide